C12(C(=O)CC(CC1)C2(C)C)CS(=O)(=O)O (+)-Camphorsulphonic Acid